COC=1C=C(CN2N=NC(=C2)CC(C(=O)N)=CC2=CC=CC=C2)C=CC1 ((1-(3-methoxybenzyl)-1H-1,2,3-triazol-4-yl)methyl)cinnamamide